3-({[(1R)-6-[cyclopentyl-(methyl)amino]-1,2,3,4-tetrahydronaphthalen-1-yl]methyl}amino)pyridine-4-carboxylic acid C1(CCCC1)N(C=1C=C2CCC[C@H](C2=CC1)CNC=1C=NC=CC1C(=O)O)C